COC=1C=C(C=CC1OC)C1=CC=2C3=C(C=NC2C=C1)N(C(N3C3=NC=CN=C3C)=N)C 8-(3,4-Dimethoxyphenyl)-3-methyl-1-(3-methylpyrazin-2-yl)-1,3-dihydro-2H-imidazo[4,5-c]quinolin-2-imine